3,3'-azo-1,2,4-triazole N(=NC1=NNC=N1)C1=NNC=N1